N,N'-ethylenebis(12-hydroxystearamide) C(CNC(CCCCCCCCCCC(CCCCCC)O)=O)NC(CCCCCCCCCCC(CCCCCC)O)=O